5-vinylbicyclo[2.2.1]hepta-2-ene C(=C)C1C2C=CC(C1)C2